3-Chloro-5-(6-(3-methyl-2-oxoimidazolin-1-yl)-2-azabicyclo[2.2.2]octane-2-yl)pyridine ClC=1C=NC=C(C1)N1C2C(CC(C1)CC2)N2C(N(CC2)C)=O